iron phosphorus N-(4,7,10,12,16,19-docosahexaenoyl)histidine butyl-octadecyl-phosphite C(CCC)P([O-])([O-])([O-])CCCCCCCCCCCCCCCCCC.C(CCC=CCC=CCC=CC=CCCC=CCC=CCC)(=O)N[C@@H](CC1=CNC=N1)C(=O)O.[P+3].[Fe+2]